N[C@H](C(=O)O)CC1CCC(CC1)O (S)-2-amino-3-((1r,4S)-4-hydroxycyclohexyl)propanoic acid